CC(C)C[O-].CC(C)C[O-].CC(C)C[O-].[Sb+3] antimony tri-isobutoxide